methyl 2-(chloromethyl)acrylate ClCC(C(=O)OC)=C